COC1=CC=C(C=C1)C1C=COC2=C1C(CC(C2)(C)C)=O 4-(4-methoxyphenyl)-7,7-dimethyl-7,8-dihydro-4H-benzopyran-5-one